C1(CC1)N1C(C(=CC=C1)NC(=O)C1=CC2=CN(N=C2C=C1OC)C1CCC(CC1)N(C(OC(C)(C)C)=O)C)=O tert-Butyl ((1r,4r)-4-(5-((1-cyclopropyl-2-oxo-1,2-dihydropyridin-3-yl)carbamoyl)-6-methoxy-2H-indazol-2-yl)cyclohexyl)(methyl)carbamate